OC1(CCC(CC1)NC(O[C@@H]1C[C@@H](CC1)C1=CC(=NN1)NC(CC1=CC=CC=C1)=O)=O)C (1S,3R)-3-{3-[(phenylacetyl)amino]-1H-pyrazol-5-yl}cyclopentyl (cis-4-hydroxy-4-methylcyclohexyl)carbamate